ClC1=CC=C(S1)CNC1=CC(=NN1C(C1=C(C=CC=C1)OC)=O)C1CCN(CC1)C(C(C)(C)C)=O 1-[4-(5-[(5-chlorothiophen-2-yl)methyl]amino-1-(2-methoxybenzoyl)-1H-pyrazol-3-yl)piperidin-1-yl]-2,2-dimethylpropan-1-one